(2E)-Pentenedioic acid C(\C=C\CC(=O)O)(=O)O